C1(=CC=C(C=C1)NCC(=O)O)C N-(p-tolyl)glycine